1-vinyl-indole C(=C)N1C=CC2=CC=CC=C12